2,2-bis(4-hydroxyl-3-tert-butylcyclohexyl)propane OC1C(CC(CC1)C(C)(C)C1CC(C(CC1)O)C(C)(C)C)C(C)(C)C